ClC=1C=C(C(=C(C1)O)C=1N=NC(=CC1)N[C@@H]1CN(CCC1)C)F (S)-5-chloro-3-fluoro-2-(6-((1-methylpiperidin-3-yl)amino)pyridazin-3-yl)phenol